N-(2-aminoethyl)-3-[3,5-di(tert-butyl)-4-hydroxyphenyl]propionamide NCCNC(CCC1=CC(=C(C(=C1)C(C)(C)C)O)C(C)(C)C)=O